OCCS(=O)(=O)O 2-hydroxyethylsulfonic acid